N1C(=NC2=C1C=CC=C2)C=2C=C(C=CC2)NC=2N=NC(=CN2)C2=CC=CC=C2 N-(3-(1H-benzo[d]imidazol-2-yl)phenyl)-6-phenyl-1,2,4-triazin-3-amine